NCC1=NC=CC=C1OCCN(C(OC(C)(C)C)=O)C tert-butyl N-(2-[[2-(aminomethyl) pyridin-3-yl] oxy] ethyl)-N-methylcarbamate